((S)-(pentafluorophenoxy)(phenoxy)phosphoryl)-L-alanine 2-ethylbutyl ester C(C)C(COC([C@@H](N[P@](=O)(OC1=CC=CC=C1)OC1=C(C(=C(C(=C1F)F)F)F)F)C)=O)CC